3α-hydroxy-7-keto-5β-cholan-24-oic acid O[C@H]1C[C@H]2CC([C@H]3[C@@H]4CC[C@H]([C@@H](CCC(=O)O)C)[C@]4(CC[C@@H]3[C@]2(CC1)C)C)=O